(R)-β-amino-4-(2-chlorophenyl)-butyric acid N[C@@H](CC(=O)O)CC1=C(C=CC=C1)Cl